lithium iron tantalum Oxy Fluoride O(F)F.[Ta].[Fe].[Li]